O1N=C(C2=C1C=CC=C2)CNC(=O)[C@H]2N(C[C@@H](C2)O)C([C@H](C(C)(C)C)N2N=NC(=C2)C2CC2)=O (2S,4R)-N-(1,2-benzoxazol-3-ylmethyl)-1-[(2S)-2-(4-cyclopropyltriazol-1-yl)-3,3-dimethyl-butanoyl]-4-hydroxy-pyrrolidine-2-carboxamide